bicyclo[3.2.1]-3-octen-2-one C12C(C=CC(CC1)C2)=O